9-(2-phosphomethoxypropyl)-adenine P(=O)(O)(O)COC(CN1C2=NC=NC(=C2N=C1)N)C